N-butylimidazole tetrafluoroborate F[B-](F)(F)F.C(CCC)N1C=NC=C1